FC1=CN=C2N1C=C(C=C2)C2=CNC=1N=C(N=CC12)N[C@@H]1CCC(N(C1)C)=O (R)-5-((5-(3-fluoroimidazo[1,2-a]pyridin-6-yl)-7H-pyrrolo[2,3-d]pyrimidin-2-yl)amino)-1-methylpiperidin-2-one